FC1(CN(CC12CN(C2)C/C=C/C(=O)OC)CCC2=NC=1NCCCC1C=C2)F methyl (E)-4-(8,8-difluoro-6-(2-(5,6,7,8-tetrahydro-1,8-naphthyridin-2-yl)ethyl)-2,6-diazaspiro[3.4]octane-2-yl)but-2-enoate